1,2-dimethyl-1H-pyrrole-3-carboxylic acid ethyl ester C(C)OC(=O)C1=C(N(C=C1)C)C